C(C)(C)(C)OC(=O)N(C1CCN(CC1)C=1C2=CN(N=C2C(=CC1)C(=O)NC1=CC2=CN(N=C2C(=C1)CC(=O)OC(C)(C)C)C)C)CC tert-butyl 2-[5-[[4-[4-[tert-butoxycarbonyl(ethyl)amino]-1-piperidyl]-2-methyl-indazole-7-carbonyl]amino]-2-methyl-indazol-7-yl]acetate